C(C)(=O)C=1C(NC2=CC=C(N=C2C1C)Cl)=O 3-acetyl-6-chloro-4-methyl-1,5-naphthyridin-2(1H)-one